COC1=C(C=CC(=C1)C1=NN=NN1C)NC=1N=CC2=C(N1)C(=NC(=C2)C)N2CCC(CC2)(C)OC N-(2-methoxy-4-(1-methyl-1H-tetrazol-5-yl)phenyl)-8-(4-methoxy-4-methylpiperidin-1-yl)-6-methylpyrido[3,4-d]pyrimidin-2-amine